5-(benzyl(methyl)amino)-N-(methylsulfonyl)-7-(1H-pyrazol-4-yl)pyrazolo[1,5-a]pyrimidine-2-carboxamide C(C1=CC=CC=C1)N(C1=NC=2N(C(=C1)C=1C=NNC1)N=C(C2)C(=O)NS(=O)(=O)C)C